CN1C(=NC(=C1)S(=O)(=O)NN1C(NN=C(C1)C)=O)C 1,2-dimethyl-N-(6-methyl-3-oxo-2,3-dihydro-1,2,4-triazin-4(5H)-yl)-1H-imidazole-4-sulfonamide